Z-pyrrol-2-carboxylic acid N1C(=CC=C1)C(=O)O